C(CCCCCCCC=CCC=CCCCCC)OCC(C)N octadeca-9,12-dien-1-yloxylpropan-2-amine